N,N'-meta-phenylenebismaleimide C1(=CC(=CC=C1)N1C(C=CC1=O)=O)N1C(C=CC1=O)=O